2-allyl-1-(6-(2-hydroxyprop-2-yl)pyridin-2-yl)-6-((4-(8-methyl-3,8-diazabicyclo[3.2.1]oct-3-yl)phenyl)amino)-1,2-dihydro-3H-pyrazolo[3,4-d]pyrimidin-3-one C(C=C)N1N(C2=NC(=NC=C2C1=O)NC1=CC=C(C=C1)N1CC2CCC(C1)N2C)C2=NC(=CC=C2)C(C)(C)O